SSSS sulfydryl disulfide